CN1N=CC(=C1)/C=C(\C1=NC=CC=C1C)/NC(OCC1=CC=CC=C1)=O (E)-benzyl 2-(1-methyl-1H-pyrazol-4-yl)-1-(3-methylpyridin-2-yl)vinylcarbamate